CC1=CC(=NN1)NC1=CN=C2C(=N1)N(N=C2)C2CC1CCC(C2)N1CCC#N 3-((3-exo)-3-(6-((5-methyl-1H-pyrazol-3-yl)amino)-1H-pyrazolo[3,4-b]pyrazin-1-yl)-8-azabicyclo[3.2.1]octan-8-yl)propionitrile